(S)-tert-butyl 2-(2-chloroquinolin-4-yl)pyrrolidine-1-carboxylate ClC1=NC2=CC=CC=C2C(=C1)[C@H]1N(CCC1)C(=O)OC(C)(C)C